ClC1=NC=CC(=C1)NC(=O)NC1=C(C=CC(=C1)F)CO 1-(2-chloropyridin-4-yl)-3-(5-fluoro-2-hydroxymethylphenyl)urea